(1R)-2-Acetyl-5-(ethylsulfonyl)-N-[4-(1,1,1,3,3,3-hexafluoro-2-hydroxypropan-2-yl)phenyl]-2,3-dihydro-1H-isoindol-1-carboxamid C(C)(=O)N1[C@H](C2=CC=C(C=C2C1)S(=O)(=O)CC)C(=O)NC1=CC=C(C=C1)C(C(F)(F)F)(C(F)(F)F)O